CC(C)N1CCN(CC1)C(=O)[O-] 4-propan-2-ylpiperazine-1-carboxylate